1-(1-oxo-1,2-dihydro-phthalazin-5-yl)-5-(trifluoromethyl)-1H-pyrazole-4-carboxylic acid ethyl ester C(C)OC(=O)C=1C=NN(C1C(F)(F)F)C1=C2C=NNC(C2=CC=C1)=O